BrC=1C=C2C(=C(C(N(C2=CC1)C)=O)C#N)N1CCC(CC1)OC1=CC=C(C=C1)OC(F)(F)F 6-bromo-1-methyl-2-oxo-4-{4-[4-(trifluoromethoxy)phenoxy]piperidin-1-yl}-1,2-dihydroquinoline-3-carbonitrile